2-bromo-5-chlorothiophene BrC=1SC(=CC1)Cl